ClC1=NC(=NC(=N1)Cl)C1=CC=C(C=C1)OC 2,4-dichloro-6-(4-methoxyphenyl)s-triazine